OC1=C(C=CC(=C1)OCC=C(C)C)C(C=CC1=CC(=CC=C1)[N+](=O)[O-])=O 1-[2-Hydroxy-4-(3-methylbut-2-enoxy)phenyl]-3-(3-nitrophenyl)prop-2-en-1-one